3-ethynyl-6,6-dimethyl-8-(4-morpholinopiperidin-1-yl)-11-oxo-6,11-dihydro-5H-benzo[b]carbazole-9-carbonitrile C(#C)C1=CC=C2C=3C(C4=C(C(C3NC2=C1)(C)C)C=C(C(=C4)C#N)N4CCC(CC4)N4CCOCC4)=O